1-(6-((1-(6-(1H-imidazol-2-yl)-2-methylpyridin-3-yl)piperidin-4-yl)methyl)-5-fluoropyrimidin-4-yl)-3-ethylurea N1C(=NC=C1)C1=CC=C(C(=N1)C)N1CCC(CC1)CC1=C(C(=NC=N1)NC(=O)NCC)F